COC(C1=CC=C(C=C1)C(=O)C=C(Br)Br)=O 4-(3,3-dibromoacryl)benzoic acid methyl ester